4-{[4-(2-cyclobutylsulfanyl-pyridin-3-yl)-2,6-difluoro-phenyl]-ethyl-amino}-butyric acid C1(CCC1)SC1=NC=CC=C1C1=CC(=C(C(=C1)F)N(CCCC(=O)O)CC)F